ClC1=C2C(=C(NC2=CC=C1F)C(=O)N1CCN(CC1)C(=O)C1CN(C1)C)F (4-chloro-3,5-difluoro-1H-indol-2-yl)(4-(1-methylazetidine-3-carbonyl)piperazin-1-yl)methanone